N1(CCC1)C[C@@H](C(=O)NC(C)(C)C1=C(C=CC=C1)Cl)C (S)-3-(azetidin-1-yl)-N-(2-(2-chlorophenyl)propan-2-yl)-2-methylpropanamide